2-methylquinolinate CC1(NC2=CC=CC=C2C=C1)C(=O)[O-]